C(=O)(O)CCCCN1C(C=CC=C1)=C1N(C=CC=C1)CC N-(4-carboxyl-1-butyl)-N'-ethyl-bipyridine